tert-butyl 4-(4-(2,6-dioxopiperidin-3-yl)pyridin-2-yl)-1,4-diazepane-1-carboxylate O=C1NC(CCC1C1=CC(=NC=C1)N1CCN(CCC1)C(=O)OC(C)(C)C)=O